C(C)(C)(C)OC(N(CC=1C=CC(=NC1OC)C1=C(C(=NC=C1)C1=C(C(=CC=C1)N)C)Cl)C1CCN(CC1)C(C)=O)=O.[Cl-].[V+3].[Cl-].[Cl-] vanadium (III) chloride tert-butyl-(1-acetylpiperidin-4-yl)((2'-(3-amino-2-methylphenyl)-3'-chloro-6-methoxy-[2,4'-bipyridin]-5-yl)methyl)carbamate